ClC1=C(C(=O)N[C@H](C(=O)O)CC2=CC(=CC=C2)S(=O)(=O)C)C(=CC(=C1)C(CP(=O)(C1=CC(=CC=C1)O)O)O)Cl (2s)-2-(2,6-dichloro-4-(1-hydroxy-2-(hydroxy(3-hydroxyphenyl)phosphoryl)ethyl)benzamido)-3-(3-(methanesulfonyl)phenyl)propionic acid